1-propyl-2-ethylpyrrolium fluoride [F-].C(CC)[NH+]1C(=CC=C1)CC